benzyl (2S)-2-[(2S)-2-[(tert-butoxy carbonyl)amino]-6-{[(9H-fluoren-9-ylmethoxy)carbonyl]amino}hexanamido]-3-hydroxypropanoate C(C)(C)(C)OC(=O)N[C@H](C(=O)N[C@H](C(=O)OCC1=CC=CC=C1)CO)CCCCNC(=O)OCC1C2=CC=CC=C2C=2C=CC=CC12